OC[C@H](CC)N1C(CCC1)=O 1-[(1S)-1-(hydroxymethyl)propyl]-2-pyrrolidone